C(C)(C)(C)C=1C=C(C=C(C1)O)N1N=C2C(=N1)C=CC(=C2)Cl 2-(3-tert-butyl-5-hydroxyphenyl)-5-chlorobenzotriazole